FC=1C=2CCCC2C(=C2CCCC12)NC(=O)NS(=O)(=O)C=1OC(=C(C1)C)CO 1-(8-fluoro-1,2,3,5,6,7-hexahydro-s-indacen-4-yl)-3-[5-(hydroxymethyl)-4-methylfuran-2-ylsulfonyl]urea